C1(=C(C=CC=C1)NC1=C(C=CC=C1)C)C ditolyl-amine